(1R,2S,3R,5R)-3-{5-ethenylpyrrolo[2,3-d]pyrimidin-7-yl}-5-[{{3-[(2-phenylethyl)amino]propyl}amino}methyl]cyclopentane-1,2-diol C(=C)C1=CN(C=2N=CN=CC21)[C@H]2[C@@H]([C@@H]([C@H](C2)CNCCCNCCC2=CC=CC=C2)O)O